Methyl 2-(3-Bromo-5-Methylphenyl)-5-Hydroxy-1-Methyl-6-Oxo-1,6-Dihydropyrimidine-4-Carboxylate BrC=1C=C(C=C(C1)C)C=1N(C(C(=C(N1)C(=O)OC)O)=O)C